N-[(1R,3S)-3-{[6-chloro-2-(trifluoromethyl)quinolin-4-yl]amino}cyclohexyl]-3-(difluoromethanesulfonamido)benzamide ClC=1C=C2C(=CC(=NC2=CC1)C(F)(F)F)N[C@@H]1C[C@@H](CCC1)NC(C1=CC(=CC=C1)NS(=O)(=O)C(F)F)=O